3,5-di-tert.butyl-4-hydroxy-hydrocinnamamide C(C)(C)(C)C=1C=C(CCC(=O)N)C=C(C1O)C(C)(C)C